CC([C@@H](C(=O)N1[C@@H](C[C@H](C1)O)C(=O)NCC1=CC=C(C=C1)C1=C(N=CS1)C)NC(COC=1C=NC(=CC1)N1CCNCC1)=O)(C)C (2S,4R)-1-((S)-3,3-dimethyl-2-(2-((6-(piperazin-1-yl)pyridin-3-yl)oxy)acetamido)butanoyl)-4-hydroxy-N-(4-(4-methylthiazol-5-yl)benzyl)pyrrolidine-2-carboxamide